CC(C(=O)O)C(=O)OC(CC(=O)[O-])C[N+](C)(C)C The molecule is an O-acylcarnitine having methylmalonyl as the acyl substituent. It has a role as a metabolite. It is an O-acylcarnitine, an ammonium betaine and a carboxylic ester. It derives from a carnitine. It is a conjugate acid of an O-methylmalonylcarnitine(1-).